N1=C(C=CC=C1)C(C)NC1=NC=C(C=N1)C1=NOC(=N1)C(F)(F)F N-[1-pyridin-2-ylethyl]-5-[5-(trifluoromethyl)-1,2,4-oxadiazol-3-yl]pyrimidin-2-amine